N-{4-[2-(3,8-diazabicyclo[3.2.1]oct-8-yl)-2-oxoethyl]phenyl}{[(4-chlorophenyl)methyl]amino}carboxamide C12CNCC(CC1)N2C(CC2=CC=C(C=C2)NC(=O)NCC2=CC=C(C=C2)Cl)=O